methyl 3-fluoro-4-hydrazino-benzoate FC=1C=C(C(=O)OC)C=CC1NN